3-methyl-N-(6-(trifluoromethyl)-1-(4-(trifluoromethyl)benzyl)-1H-indazol-3-yl)isoxazole-4-carboxamide CC1=NOC=C1C(=O)NC1=NN(C2=CC(=CC=C12)C(F)(F)F)CC1=CC=C(C=C1)C(F)(F)F